COC1=NC=C(C=C1)/C=C/C(=O)O (E)-3-(2-methoxypyridin-5-yl)acrylic acid